(S)-2-((1r,5S,9S)-3-acetyl-3-azabicyclo[3.3.1]nonane-9-carboxamido)-9-(5,6,7,8-tetrahydro-1,8-naphthyridin-2-yl)nonanoic acid C(C)(=O)N1C[C@@H]2CCC[C@H](C1)C2C(=O)N[C@H](C(=O)O)CCCCCCCC2=NC=1NCCCC1C=C2